OCCCCCCNC(=O)C1=C[C@H]([C@H]([C@@H](C1)OCCC(=O)OC(C)(C)C)OCCC(=O)OC(C)(C)C)OCCC(=O)OC(C)(C)C tri-tert-butyl 3,3',3''-(((1R,2S,3R)-5-((6-hydroxyhexyl)carbamoyl)cyclohex-4-ene-1,2,3-triyl) tris(oxy))tripropionate